O1COC2=C1C=CC(=C2)NC(\C=C\C2=C(C=C(C=C2)N(C)C)OCC(C)C)=O (E)-N-(benzo[d][1,3]dioxol-5-yl)-3-(4-(dimethylamino)-2-isobutoxyphenyl)acrylamide